FC(C=1C(=NC=C(C1)C(F)(F)F)CC(=O)[O-])(F)F.[Li+] Lithium 2-[3,5-bis(trifluoromethyl)-2-pyridyl]acetate